C(CCC)(=O)[O-].C(CCC)(=O)[O-].[C+2] carbon dibutyrate